FC1=CC=C(C=C1)C=1C=C(N2C1C1=CC(=C(C=C1CC2)OC)C=2N=NN(N2)C)C(=O)N2[C@](CC2)(C#N)C (R)-1-(1-(4-fluorophenyl)-8-methoxy-9-(2-methyl-2H-tetrazol-5-yl)-5,6-dihydropyrrolo[2,1-a]isoquinoline-3-carbonyl)-2-methylazetidine-2-carbonitrile